N'-(2-chloro-4-(3-(2-chlorophenoxy)oxetan-3-yl)-5-methylphenyl)-N-ethyl-N-methylformimidamide ClC1=C(C=C(C(=C1)C1(COC1)OC1=C(C=CC=C1)Cl)C)N=CN(C)CC